[N+](=O)([O-])C1=CC=C(C=C1)C=1C=C2C(=NC1)N(N=C2)COCC[Si](C)(C)C 5-(4-nitrophenyl)-1-((2-(trimethylsilyl)ethoxy)methyl)-1H-pyrazolo[3,4-b]pyridine